FC=1C(=C(C=C(C1)C)C(C(=O)O)N1C[C@@H](CC1)OCCCCCC1=NC=2NCCCC2C=C1)OC 2-(3-fluoro-2-methoxy-5-methylphenyl)-2-((R)-3-((5-(5,6,7,8-tetrahydro-1,8-naphthyridin-2-yl)pentyl)oxy)pyrrolidin-1-yl)acetic acid